(R)-6-(4-fluorophenyl)-N-(1-(6-methylpyridazin-3-yl)ethyl)-8-(oxetan-3-ylsulfanyl)quinazolin-4-amine FC1=CC=C(C=C1)C=1C=C2C(=NC=NC2=C(C1)SC1COC1)N[C@H](C)C=1N=NC(=CC1)C